C12(CC3CC(CC(C1)C3)C2)C(=O)OC(C(S(=O)(=O)[O-])(F)F)C(F)(F)F.C2(=CC=CC=C2)[S+](C2=CC=CC=C2)C2=CC=CC=C2 triphenylsulfonium 2-(1-adamantylcarbonyloxy)-1,1,3,3,3-pentafluoropropane-1-sulfonate